manganese sulfate rubidium [Rb+].S(=O)(=O)([O-])[O-].[Mn+2]